NCC=1C=C(OCCC2N(CCCC2)C(=O)[O-])C=CC1 2-(3-aminomethyl(phenoxy)ethyl)piperidine-1-carboxylate